1-(4-chloro-3-(trifluoromethyl)phenyl)-3-(pyridin-3-yl)quinazoline-2,4(1H,3H)-dione ClC1=C(C=C(C=C1)N1C(N(C(C2=CC=CC=C12)=O)C=1C=NC=CC1)=O)C(F)(F)F